NC1=NN2C(C=C(C=C2)C=2C(=C(C(=O)NCC(C(O)C3=CC(=C(C=C3)Cl)Cl)(F)F)C(=CC2)Cl)F)=N1 3-{2-amino-[1,2,4]triazolo[1,5-a]pyridin-7-yl}-6-chloro-N-[3-(3,4-dichlorophenyl)-2,2-difluoro-3-hydroxypropyl]-2-fluorobenzamide